N-(3-((5-((N-benzylacetamido)methyl)-2-((1-methyl-1H-pyrazol-4-yl)amino)pyrimidin-4-yl)amino)phenyl)acrylamide C(C1=CC=CC=C1)N(C(C)=O)CC=1C(=NC(=NC1)NC=1C=NN(C1)C)NC=1C=C(C=CC1)NC(C=C)=O